CN1C(C2=CC=CC=C2C(=C1)C1=CC(=CC=C1)S(=O)(=O)N1CCCC1)=O 2-methyl-4-(3-pyrrolidin-1-ylsulfonylphenyl)isoquinolin-1-one